(6''S,7'R)-6''-methyl-2'-(trifluoromethyl)-5'H-dispiro[1,3-dithiane-2,4'-thieno[2,3-C]pyran-7',4''-piperidine]-1''-carboxylic acid tert-butyl ester C(C)(C)(C)OC(=O)N1CC[C@]2(C[C@@H]1C)OCC1(C3=C2SC(=C3)C(F)(F)F)SCCCS1